C(C(C)C)C1=CC=C(C=C1)C(C)C#CC1=CC=CC=C1 1-Isobutyl-4-(4-phenylbut-3-yn-2-yl)benzene